6-chloro-4-methyl-1H-pyrazolo[3,4-b]pyridine ClC1=CC(=C2C(=N1)NN=C2)C